COC(C1=CC=C(C=C1)[C@@H]1NCCN(C1)CC(F)F)=O.O=C1NC(CCC1N1C(C2=CC=CC(=C2C1=O)SCCOCC(=O)N)=O)=O 2-(2-((2-(2,6-dioxopiperidin-3-yl)-1,3-dioxoisoindolin-4-yl)thio)ethoxy)acetamide methyl-(S)-4-(4-(2,2-difluoroethyl)piperazin-2-yl)benzoate